(R)-2-(N-(4-amino-5-benzoyl-thiazol-2-yl)-2-methyl-anilino)propanamide NC=1N=C(SC1C(C1=CC=CC=C1)=O)N(C1=C(C=CC=C1)C)[C@@H](C(=O)N)C